FC=1C=C(C=CC1F)C(CN(C)C)N1C(C=C(C=C1)C1=CN(C2=NC=C(C=C21)N2CCOCC2)S(=O)(=O)C2=CC=C(C)C=C2)=O 1-(1-(3,4-difluorophenyl)-2-(dimethylamino)ethyl)-4-(5-morpholino-1-tosyl-1H-pyrrolo[2,3-b]pyridin-3-yl)pyridin-2(1H)-one